BrC1=C2C=C(N(C2=CC=C1)S(=O)(=O)C1=CC=C(C)C=C1)C(=O)OC methyl 4-bromo-1-tosyl-1H-indole-2-carboxylate